(1R,3S)-3-(5-((6-(benzyloxy)-5-(1,3-dioxolan-2-yl)isoquinolin-1-yl)amino)-1-(tert-butyl)-1H-pyrazol-3-yl)cyclopentyl isopropylcarbamate C(C)(C)NC(O[C@H]1C[C@H](CC1)C1=NN(C(=C1)NC1=NC=CC2=C(C(=CC=C12)OCC1=CC=CC=C1)C1OCCO1)C(C)(C)C)=O